7-(6-(2-hydroxypropan-2-yl)pyridin-3-yl)-1-((1S,3S)-3-methoxycyclopentyl)-3,4-dihydropyrazino[2,3-b]pyrazin-2(1H)-one OC(C)(C)C1=CC=C(C=N1)C1=CN=C2C(=N1)N(C(CN2)=O)[C@@H]2C[C@H](CC2)OC